p-Glycidylstyrene C(C1CO1)C1=CC=C(C=C)C=C1